FC(C(C(F)(F)F)(C(F)(F)F)SCC)(F)F ethyl (perfluoro-tert-butyl) sulfide